BrC=1CN(C(=CC1OCC1=C(C=C(C=C1)F)F)C)CC1=CN=C(N=N1)C 3-Bromo-4-[(2,4-difluorobenzyl)oxy]-6-methyl-1-[(3-methyl-1,2,4-triazin-6-yl)methyl]pyridin